(2S,3S)-3-((4,6-dichloro-1,3,5-triazin-2-yl)amino)bicyclo[2.2.2]Octane-2-carboxylic acid ClC1=NC(=NC(=N1)Cl)N[C@@H]1[C@H](C2CCC1CC2)C(=O)O